[Si](C)(C)(C(C)(C)C)OC1C(N(CC1)CC=1C(=NC(=NC1)Cl)Cl)=O 3-((tert-butyldimethylsilyl)oxy)-1-((2,4-dichloropyrimidin-5-yl)methyl)pyrrolidin-2-one